ClC=1C=NN(C1C1CCNCC1)C 4-(4-chloro-1-methyl-1H-pyrazol-5-yl)piperidine